2-(((1-methyl-1H-tetrazol-5-yl)methoxy)methyl)-6-(trifluoromethyl)nicotinic acid CN1N=NN=C1COCC1=C(C(=O)O)C=CC(=N1)C(F)(F)F